OC(C(=O)N1CCC(CC1)C1=CC=C(C=C1)NC(=O)N1CC2=NC=CN=C2C1)(C)C N-(4-(1-(2-hydroxy-2-methylpropanoyl)piperidin-4-yl)phenyl)-5,7-dihydro-6H-pyrrolo[3,4-b]pyrazine-6-carboxamide